1-[({4-[(7-nitro-2,1,3-benzoxadiazol-4-yl)amino]phenyl}acetyl)oxy]pyrrolidine-2,5-dione [N+](=O)([O-])C1=CC=C(C=2C1=NON2)NC2=CC=C(C=C2)CC(=O)ON2C(CCC2=O)=O